C1(CC1)C(=O)NC1=NC=CC(=C1)OC1=CC(=C(C=C1F)NC(=O)C1(CC1)C(=O)NC1=CC=C(C=C1)F)F 1-N'-[4-[2-(cyclopropanecarbonylamino)pyridin-4-yl]oxy-2,5-difluorophenyl]-1-N-(4-fluorophenyl)cyclopropane-1,1-dicarboxamide